6-hydroxy-4-(6-(6-(4-(methylthio)benzyl)-3,6-diazabicyclo[3.1.1]heptan-3-yl)pyridin-3-yl)pyrazolo[1,5-a]pyridine-3-carbonitrile OC=1C=C(C=2N(C1)N=CC2C#N)C=2C=NC(=CC2)N2CC1N(C(C2)C1)CC1=CC=C(C=C1)SC